6-(5-chloro-2-hydroxyphenyl)pyridine ClC=1C=CC(=C(C1)C1=CC=CC=N1)O